tert-butyl 8-(7-bromo-3-cyano-1-methyl-2-oxo-1,2-dihydroquinolin-4-yl)-2,8-diazaspiro-[4.5]decane-2-carboxylate BrC1=CC=C2C(=C(C(N(C2=C1)C)=O)C#N)N1CCC2(CCN(C2)C(=O)OC(C)(C)C)CC1